tert-butyl 3-[2,4-dimethyl-5-[2-[3-methyl-5-(1-piperidylsulfonyl) indol-1-yl]propanoylamino]anilino]azetidine-1-carboxylate CC1=C(NC2CN(C2)C(=O)OC(C)(C)C)C=C(C(=C1)C)NC(C(C)N1C=C(C2=CC(=CC=C12)S(=O)(=O)N1CCCCC1)C)=O